ClC=1N=CC2=C(N1)CN(C2)C(=O)OC(C)(C)C tert-Butyl 2-chloro-5,7-dihydro-6H-pyrrolo[3,4-d]pyrimidine-6-carboxylate